5-((2-(azetidin-1-yl)ethyl)amino)-6-chloro-3-methylpyrazine-2-carbonitrile N1(CCC1)CCNC=1N=C(C(=NC1Cl)C#N)C